COC=1C=C2[C@H](C3(CCNCC3)CC2=CC1)N[S@](=O)C(C)(C)C (R)-N-((S)-5-methoxy-1,3-dihydrospiro[indene-2,4'-piperidin]-3-yl)-2-methylpropan-2-Sulfinamide